NC1=NNC2=C(C=C(C=C12)C1=CC(=NC=C1)NC(C(=O)OCC)=O)Br ethyl 2-((4-(3-amino-7-bromo-1H-indazol-5-yl) pyridin-2-yl) amino)-2-oxoacetate